C1(CC1)C1(C=C(C(N(C1)CC1=CC(=CC=C1)C(F)(F)F)=O)C(=O)NC)C(=O)N 5-cyclopropyl-N3-methyl-2-oxo-1-(3-(trifluoromethyl)benzyl)-1,2-dihydropyridine-3,5-dicarboxamide